C(C)N(CCCC1=CC(=C(C=C1)O)F)CCCC1=CC=CC=C1 4-(3-(ethyl-(3-phenylpropyl)amino)propyl)-2-fluorophenol